(2S)-2-fluoro-1,2,3,5,6,7-hexahydro-s-indacen-4-amine F[C@H]1CC=2C=C3CCCC3=C(C2C1)N